2,6-bis((S)-4-phenyl-4,5-dihydrooxazol-2-yl)pyridine C1(=CC=CC=C1)[C@@H]1N=C(OC1)C1=NC(=CC=C1)C=1OC[C@@H](N1)C1=CC=CC=C1